F[C@@H]1[C@H]2CC[C@@H](C[C@@H]1N(C=1N=CC(=NC1)C1=C(C=C(C=C1)C1=CC(N(C=N1)C)=O)O)C)N2 6-(4-(5-(((1R,2R,3S,5S)-2-fluoro-8-azabicyclo[3.2.1]octan-3-yl)(methyl)amino)pyrazin-2-yl)-3-hydroxyphenyl)-3-methylpyrimidin-4(3H)-one